C[Si](OC1=CC=CC=2C(C3=CC=CC=C3SC12)=O)(C)C 4-[(trimethylsilyl)oxy]-9H-thioxanthen-9-one